C=1N=CN2C1C1=CC=CC=C1[C@H]2[C@H]2COCCC2(O)C (S)-3-((R)-5H-imidazo[5,1-a]isoindol-5-yl)-4-methyltetrahydro-2H-pyran-4-ol